C(CCCCCCC)C=1C(=C(C(=C(C1C(=O)[O-])C(=O)[O-])CCCCCCCC)C(=O)[O-])CCCCCCCC Trioctyltrimellitat